[F-].C(C(C)C)[N+](CC(C)C)(CC(C)C)CC(C)C tetra-iso-butylammonium fluoride